Methyl 4-(4-chloro-2-(5-fluoropyridin-2-yl)-1H-imidazol-5-yl)-3-methylbenzoate ClC=1N=C(NC1C1=C(C=C(C(=O)OC)C=C1)C)C1=NC=C(C=C1)F